ClC=1C(=NC(=NC1)OC[C@H]1CN([C@@H](CS1)C)C(=O)C1=C(C=CC=C1)N1N=CC=N1)C (2R,5R)-2-{[(5-chloro-4-methylpyrimidin-2-yl)oxy]methyl}-5-methyl-4-{[2-(2H-1,2,3-triazol-2-yl)phenyl]carbonyl}thiomorpholine